C12CCC(CC1)N2S(=O)(=O)NC(=O)C2=C(C(=C(C(=O)O)C=C2)F)OC([2H])([2H])[2H] 4-(((7-azabicyclo[2.2.1]heptan-7-yl)sulfonyl)carbamoyl)-2-fluoro-3-(methoxy-d3)benzoic acid